C(#N)C1=CC=C(C2=C1CCO2)C2C(=C(NC1=C(C=NC(=C21)OCC)C)C)C(=O)OCCC#N 2-cyanoethyl 4-(4-cyano-2,3-dihydrobenzofuran-7-yl)-5-ethoxy-2,8-dimethyl-1,4-dihydro-1,6-naphthyridine-3-carboxylate